CC1=C(C=C(C=C1)C(=O)N1CCC(CC1)C1=CC=C(C=C1)OC1=NC=C(C=N1)C(F)(F)F)NS(=O)(=O)CC1=CC=CC=C1 N-(2-methyl-5-(4-(4-((5-(trifluoromethyl)pyrimidin-2-yl)oxy)phenyl)piperidine-1-carbonyl)phenyl)-1-phenylmethanesulfonamide